FC(C1=C(C=CC(=C1)N)C1=C(C=C(N)C=C1)C(F)(F)F)(F)F 2,2'-Bis(trifluoromethyl)-benzidine